C(C1=CC=CC=C1)OC=1C(=NC=CC1)C(=O)OC methyl 3-(benzyloxy)picolinate